5-(6-((1S,6R,7R)-7-(aminomethyl)-7-(2-fluorophenyl)-3-azabicyclo[4.1.0]heptan-3-yl)-1H-pyrazolo[3,4-b]pyrazin-3-yl)quinolin-8-yl sulfurofluoridate S(OC=1C=CC(=C2C=CC=NC12)C1=NNC2=NC(=CN=C21)N2C[C@@H]1[C@]([C@@H]1CC2)(C2=C(C=CC=C2)F)CN)(=O)(=O)F